N-(1-(2,4-difluorobenzyl)-2-(7-hydroxy-1-methyl-1H-pyrrolo[2,3-c]pyridin-3-yl)-1H-benzo[d]imidazol-4-yl)ethanesulfonamide FC1=C(CN2C(=NC3=C2C=CC=C3NS(=O)(=O)CC)C3=CN(C2=C(N=CC=C23)O)C)C=CC(=C1)F